5-(3-isopropyl-5-(1-((1-propyl-1H-pyrazol-4-yl)methyl)piperidin-4-yl)-1H-indol-2-yl)-1,3-dimethylpyridin-2(1H)-one C(C)(C)C1=C(NC2=CC=C(C=C12)C1CCN(CC1)CC=1C=NN(C1)CCC)C=1C=C(C(N(C1)C)=O)C